O1C(OCC1)C=1C(=C(C2=C(C(=NO2)N2C(SC(=C2)CO[Si](C)(C)C(C)(C)C)=O)C1)F)F (R)-3-(5-(1,3-dioxolan-2-yl)-6,7-difluorobenzo[d]isoxazol-3-yl)-5-(((tert-butyldimethylsilyl)oxy)methyl)thiazol-2-one